C(C)OC=1C(=NC(=CC1)C=1SC=CN1)N Ethoxy-6-(thiazol-2-yl)pyridin-2-amine